bismuth telluride selenide [Bi](=[Te])=[Se]